(3-([1,1'-Biphenyl]-2-ylethynyl)-1H-indazol-5-yl)(4,7-diazaspiro[2.5]octan-4-yl)methanone C1(=C(C=CC=C1)C#CC1=NNC2=CC=C(C=C12)C(=O)N1C2(CC2)CNCC1)C1=CC=CC=C1